boron-tin [Sn].[B]